N(=[N+]=[N-])CCC1=CC=C(C=C1)F 1-(2-azidoethyl)-4-fluorobenzene